3-fluoro-N-{4-fluoro-3-[5-(propan-2-yl)-2H-pyrazolo[3,4-b]pyridin-2-yl]phenyl}cyclobutane-1-carboxamide FC1CC(C1)C(=O)NC1=CC(=C(C=C1)F)N1N=C2N=CC(=CC2=C1)C(C)C